Dimethyl-2,6-di-t-butyl-4-methylphenoxid CC=1C(=C(C(=C([O-])C1C(C)(C)C)C(C)(C)C)C)C